2-(4-methylsulfanyl-phenyl)-propane-1,2,3-tricarboxylic acid CSC1=CC=C(C=C1)C(CC(=O)O)(CC(=O)O)C(=O)O